4-chloro-1-(3-cyanopropyl)-N-(2,6-difluoro-4-(phenylethynyl)phenyl)-1H-pyrazole-5-carboxamide ClC=1C=NN(C1C(=O)NC1=C(C=C(C=C1F)C#CC1=CC=CC=C1)F)CCCC#N